ONC(C1=CC(=CC=C1)NC1=NC2=C(N1)C=C(C(=C2)C(F)(F)F)C=2C=NC=CC2)=O N-hydroxy-3-((6-(pyridin-3-yl)-5-(trifluoromethyl)-1H-benzo[d]imidazol-2-yl)amino)benzamide